ClC=1C(=C(C(=CC1)C(F)F)C1=CN=C(C(=N1)C(=O)NC1=NN(N=C1)CC1=NC(=C(N=C1)N1C([C@@H]2C[C@@H]2C1)=O)C)C)F 6-(3-chloro-6-(difluoromethyl)-2-fluorophenyl)-3-methyl-N-(2-((6-methyl-5-((1r,5s)-2-oxo-3-azabicyclo[3.1.0]hex-3-yl)pyrazin-2-yl)methyl)-2H-1,2,3-triazol-4-yl)pyrazine-2-carboxamide